Thian silver [Ag].S1CCCCC1